benzyl (2S)-2-[[(2R)-2-(tert-butoxycarbonylamino)propyl]amino]propanoate C(C)(C)(C)OC(=O)N[C@@H](CN[C@H](C(=O)OCC1=CC=CC=C1)C)C